[1,3]dioxolo[4,5-f]isoindol-7-one O1COC=2C1=CC=1C(N=CC1C2)=O